6-benzyl 1-(tert-butyl) (S)-3-aminohexanedioate N[C@H](CC(=O)OC(C)(C)C)CCC(=O)OCC1=CC=CC=C1